NC(SCCC(=O)O)=N 3-{[amino(imino)methyl]thio}propionic acid